1-{3-{3-[4-(2-Aminotriazol-4-yl)-1H-1,2,3-triazol-1-yl]-3-deoxy-β-D-galactopyranosyl}-5-methyl-1H-1,2,4-triazol-4-yl}-5-chloro-2-(trifluoromethyl)benzene NN1N=CC(=N1)C=1N=NN(C1)[C@@H]1[C@H]([C@@H](O[C@@H]([C@@H]1O)CO)C1=NNC(N1C1=C(C=CC(=C1)Cl)C(F)(F)F)C)O